3-chloro-4-methylaniline ClC=1C=C(N)C=CC1C